FC1=C2C=C(NC2=CC=C1OC1=NC=NC2=CC(=C(C=C12)OC)OCCCN1CCCC1)C 4-(4-fluoro-2-methylindol-5-yloxy)-6-methoxy-7-(3-pyrrolidin-1-ylpropoxy)-quinazoline